(R)-N-(5-((6-(3-(3'-fluoro-[1,1'-biphenyl]-3-yl)-isoxazolidin-2-yl)-pyrimidin-4-yl)-amino)-4-methoxy-2-(4-(oxetan-3-yl)-piperazin-1-yl)-phenyl)acrylamide FC=1C=C(C=CC1)C1=CC(=CC=C1)[C@@H]1N(OCC1)C1=CC(=NC=N1)NC=1C(=CC(=C(C1)NC(C=C)=O)N1CCN(CC1)C1COC1)OC